FC(N1N=C(C=C1)C1=NC(=NC=C1C(F)(F)F)N[C@@H]1CC[C@H](CC1)N(C(=O)NCC(C)(C)O)C1=NC=C(N=C1)C=1C=NC(=NC1)OC)F 1-(trans-4-((4-(1-(difluoromethyl)-1H-pyrazol-3-yl)-5-(trifluoromethyl)-pyrimidin-2-yl)amino)cyclohexyl)-3-(2-hydroxy-2-methyl-propyl)-1-(5-(2-methoxypyrimidin-5-yl)pyrazin-2-yl)urea